N-(4-(5-fluoro-2-(3-methoxyphenylamino)pyrimidin-4-ylamino)benzyl)-N-methylacrylamide FC=1C(=NC(=NC1)NC1=CC(=CC=C1)OC)NC1=CC=C(CN(C(C=C)=O)C)C=C1